CS(=O)(=O)C1=CC=C(C=C1)C1COC1 (2S,3R)-3-[4-(methylsulfonyl)phenyl]oxetane